6-(azidomethyl)-2-(((tert-butoxycarbonyl)(cyclobutylmethyl)amino)methyl)-1H-indole-1-carboxylic acid tert-butyl ester C(C)(C)(C)OC(=O)N1C(=CC2=CC=C(C=C12)CN=[N+]=[N-])CN(CC1CCC1)C(=O)OC(C)(C)C